tert-butyl 4-chloro-6-(trifluoromethyl)pyridine-3-carboxylate ClC1=C(C=NC(=C1)C(F)(F)F)C(=O)OC(C)(C)C